OCCCCC(CCCCCCCCC)=O oxapentadecan-6-one